BrC1=CC2=C(C(CCO2)CNC=2C=NC=CC2C(=O)O)C=C1 3-{[(7-bromo-3,4-dihydro-2H-1-benzopyran-4-yl)methyl]amino}pyridine-4-carboxylic acid